tert-butyl (7-(2-hydroxyethyl)-5-(8-(3-(4-((4-methylpiperazin-1-yl)methyl)-3-(trifluoromethyl)phenyl)ureido)imidazo[1,2-a]pyridin-5-yl)-7H-pyrrolo[2,3-d]pyrimidin-4-yl)carbamate OCCN1C=C(C2=C1N=CN=C2NC(OC(C)(C)C)=O)C2=CC=C(C=1N2C=CN1)NC(=O)NC1=CC(=C(C=C1)CN1CCN(CC1)C)C(F)(F)F